(S)-2-(amino-d2)-4-oxo-5-(4-(trifluoromethyl)phenyl-2,3,5,6-d4)-4,5-dihydrofuran-3-yl-5-d (phenyl-d5)methanesulfonate C1(=C(C(=C(C(=C1[2H])[2H])[2H])[2H])[2H])CS(=O)(=O)OC1=C(O[C@@](C1=O)([2H])C1=C(C(=C(C(=C1[2H])[2H])C(F)(F)F)[2H])[2H])N([2H])[2H]